1-(4-ethynylbenzyl)-5-(2-(methylsulfonyl)-6-(trifluoromethyl)pyrimidin-4-yl)pyridin-2(1H)-one C(#C)C1=CC=C(CN2C(C=CC(=C2)C2=NC(=NC(=C2)C(F)(F)F)S(=O)(=O)C)=O)C=C1